bis(4-fluorophenyl)(1-phenyl-2-(4,4,5,5-tetramethyl-1,3,2-dioxaborolan-2-yl)allyl)phosphine oxide FC1=CC=C(C=C1)P(C(C(=C)B1OC(C(O1)(C)C)(C)C)C1=CC=CC=C1)(C1=CC=C(C=C1)F)=O